4-methoxy-3-(3-methyl-6-(pyrazolo[1,5-a]pyrimidin-3-yl)-1H-pyrazolo[4,3-c]pyridin-1-yl)-N-(2-morpholinoethyl)benzenesulfonamide COC1=C(C=C(C=C1)S(=O)(=O)NCCN1CCOCC1)N1N=C(C=2C=NC(=CC21)C=2C=NN1C2N=CC=C1)C